2-(2-amino-9-((2R,3R,5S)-3-hydroxy-5-(hydroxymethyl)tetrahydrofuran-2-yl)-6,8-dioxo-1,6,8,9-tetrahydro-7H-purin-7-yl)acetic acid NC=1NC(C=2N(C(N(C2N1)[C@@H]1O[C@@H](C[C@H]1O)CO)=O)CC(=O)O)=O